7-(((3S,5S)-1-acryloyl-5-(hydroxymethyl)pyrrolidin-3-yl)amino)-3-(2,6-dichloro-3,5-dimethoxyphenyl)-1-methyl-3,4-dihydropyrimido[4,5-d]pyrimidin-2(1H)-one C(C=C)(=O)N1C[C@H](C[C@H]1CO)NC1=NC=C2C(=N1)N(C(N(C2)C2=C(C(=CC(=C2Cl)OC)OC)Cl)=O)C